C(C)(C)(C)OC(=O)N1C[C@@H](N(CC1)C1=NC(=NC2=CC(=C(C=C12)Br)Cl)Cl)C (S)-4-(6-bromo-2,7-dichloroquinazolin-4-yl)-3-methylpiperazine-1-carboxylic acid tert-butyl ester